CC(C)(OC(NCCOCCOCCCC(=O)OCC)=O)C ethyl 2,2-dimethyl-4-oxo-3,8,11-trioxa-5-aza-tetradecan-14-carboxylate